S1C=CC2=C1C=CC(=C2)CCOCCCN2CC(C2)O 1-(3-(2-(1-benzothiophen-5-yl)ethoxy)propyl)azetidin-3-ol